7-(4-Methoxyphenyl)-1-(3,4,5-trimethoxyphenyl)pyrrolo[1,2-a]pyrazine COC1=CC=C(C=C1)C=1C=C2N(C=CN=C2C2=CC(=C(C(=C2)OC)OC)OC)C1